methyl-3-(1-methylimidazol-4-yl)-4-[[(1R)-1-phenylpropyl]amino]benzenesulfonamide CC1=C(C=CC(=C1C=1N=CN(C1)C)N[C@H](CC)C1=CC=CC=C1)S(=O)(=O)N